ClC=1C=C(C=CC1N1C=NC(=C1)C1=NC(=NC=C1C(F)(F)F)NC1CCN(CC1)S(=O)(=O)C)N1C[C@H](CC1)O (S)-1-(3-Chloro-4-(4-(2-((1-(methylsulfonyl)piperidin-4-yl)amino)-5-(trifluoromethyl)pyrimidin-4-yl)-1H-imidazol-1-yl)phenyl)pyrrolidin-3-ol